[(2S,3S,4R,5R)-5-[2-chloro-4-[[(1S)-1-(p-tolyl)ethyl]amino]-pyrrolo[2,3-d]-pyrimidin-7-yl]-3,4-dihydroxy-tetrahydro-furan-2-yl]methyl-sulfonylmethylphosphonic acid ClC=1N=C(C2=C(N1)N(C=C2)[C@H]2[C@@H]([C@@H]([C@H](O2)CS(=O)(=O)CP(O)(O)=O)O)O)N[C@@H](C)C2=CC=C(C=C2)C